N-(2-cyclobutoxy-5-methyl-4-phenoxyphenyl)-2-hydroxypyrazolo[1,5-a]pyridine-3-carboxamide C1(CCC1)OC1=C(C=C(C(=C1)OC1=CC=CC=C1)C)NC(=O)C=1C(=NN2C1C=CC=C2)O